γ-glycidoxypropyl-ethoxydiethylsilane Tert-butyl-4-[(4,4,5,5-tetramethyl-1,3,2-dioxaborolan-2-yl)methylidene]piperidine-1-carboxylate C(C)(C)(C)OC(=O)N1CCC(CC1)=CB1OC(C(O1)(C)C)(C)C.C(C1CO1)OCCC[Si](CC)(CC)OCC